3-(3-chloro-4-(9-(3-chlorobenzyl)-6-(1-methylcyclopropoxy)-9H-purin-8-yl)phenoxy)-2,2-dimethylpropanoic acid ClC=1C=C(OCC(C(=O)O)(C)C)C=CC1C=1N(C2=NC=NC(=C2N1)OC1(CC1)C)CC1=CC(=CC=C1)Cl